(4-((5-chloro-4-(1-isopropyl-1H-pyrazol-4-yl)pyrimidin-2-yl)amino)-3-methoxyphenyl)(4-methylpiperazin-1-yl)methanone ClC=1C(=NC(=NC1)NC1=C(C=C(C=C1)C(=O)N1CCN(CC1)C)OC)C=1C=NN(C1)C(C)C